BrC=1C(=CC=C2C(=CN(C12)COCC[Si](C)(C)C)C1=NC(=NC=C1C(F)(F)F)Cl)C#N 7-Bromo-3-(2-chloro-5-(trifluoromethyl)pyrimidin-4-yl)-1-((2-(trimethylsilyl)ethoxy)methyl)-1H-Indole-6-carbonitrile